The molecule is a monocarboxylic acid that is propanoic acid substituted by a 3,4-dimethoxyphenyl group at position 3. It is a monocarboxylic acid and a dimethoxybenzene. It derives from a propionic acid. COC1=C(C=C(C=C1)CCC(=O)O)OC